2,6-dichloro-4-fluoroaniline ClC1=C(N)C(=CC(=C1)F)Cl